3,4-dihydroxy-pyrrolidine hydrochloride Cl.OC1CNCC1O